ClC1=C(C=C(C=C1)C1=C(C(=CC=C1C#CCCN1CC2(COC2)C1)C=1NN=C(C1)C(F)(F)F)O)C(F)(F)F 2-(4-chloro-3-(trifluoromethyl)phenyl)-3-(4-(6-aza-2-oxaspiro[3.3]hept-6-yl)but-1-ynyl)-6-(5-(trifluoromethyl)-2H-pyrazol-3-yl)phenol